2,5-Anhydro-D-allononitril C([C@H]1[C@H](O)[C@H](O)[C@H](O1)CO)#N